3-(2-((3R,5S)-3-(3,5-dimethyl-4H-1,2,4-triazol-4-yl)-5-methylpiperidin-1-yl)pyrimidin-4-yl)-6-(trifluoromethyl)imidazo[1,2-a]pyridine CC1=NN=C(N1[C@H]1CN(C[C@H](C1)C)C1=NC=CC(=N1)C1=CN=C2N1C=C(C=C2)C(F)(F)F)C